4-(3,4a,5,6,7,7a-hexahydro-2H-pyrrolo[3,4-b][1,4]oxazin-4-yl)-5-chloro-2-(2-fluoro-4-pyridinyl)-1H-pyrimidin-6-one O1C2C(N(CC1)C=1N=C(NC(C1Cl)=O)C1=CC(=NC=C1)F)CNC2